N1(C=NC=C1)C=1C=C(C=CC1)C(=O)N1[C@H]2CC=3C(=NN(C3C3=CC=CC=C3)C)[C@@H]1CCC2 |r| racemic-(3-(1H-Imidazol-1-yl)phenyl)((5R,9S)-2-methyl-3-phenyl-4,5,6,7,8,9-hexahydro-2H-5,9-epiminocycloocta[c]pyrazol-10-yl)methanone